NC1=CC=C(N=N1)C1CCN(CC1)C(=O)C1=NC=C(C(=C1)OC)C1=CC=C(C=C1)OC1CCCC1 [4-(6-Amino-pyridazin-3-yl)-piperidin-1-yl]-[5-(4-cyclopentyloxy-phenyl)-4-methoxy-pyridin-2-yl]-methanone